ClC=1C=C(C2=NS(CCN2C1)(=O)=O)C1=CC=C(C=C1)OC1=NC=C(C=C1)Cl 7-chloro-9-{4-[(5-chloropyridin-2-yl)oxy]phenyl}-3,4-dihydropyrido[2,1-c][1,2,4]thiadiazine 2,2-dioxide